C(C)(C)NC(C1=CC=C(C=C1)CNNCC1=CC=C(C=C1)OC)=O N-isopropyl-4-((2-(4-methoxybenzyl)hydrazino)methyl)benzamide